tertiary-butyl peracetate C(C)(=O)OOC(C)(C)C